1,3-dichloro-1,2,3,3-tetrafluoropropene ClC(=C(C(F)(F)Cl)F)F